(E)-3-(2-chloro-4-methoxyphenyl)-1-(3,4-dimethoxy-5-(methylseleno)phenyl)-2-methylpropan-2-en-1-one ClC1=C(C=CC(=C1)OC)/C=C(/C(=O)C1=CC(=C(C(=C1)[Se]C)OC)OC)\C